2-fluoro-6-[4-[4-(6-isopropoxy-3-pyridyl)-1-methyl-6-oxo-3-pyridyl]pyrazol-1-yl]benzonitrile FC1=C(C#N)C(=CC=C1)N1N=CC(=C1)C1=CN(C(C=C1C=1C=NC(=CC1)OC(C)C)=O)C